meta-aminobenzoic acid ethylmethanesulfonate C(C)CS(=O)(=O)O.NC=1C=C(C(=O)O)C=CC1